(R)-N-(2-(6-((1-Ethylpiperidin-3-yl)amino)pyridazin-3-yl)-3-methyl-5-(trifluoromethyl)phenyl)propane-2-sulfonamide C(C)N1C[C@@H](CCC1)NC1=CC=C(N=N1)C1=C(C=C(C=C1C)C(F)(F)F)NS(=O)(=O)C(C)C